C(C)(C)(C)O[C@H](C(=O)OCC)C1=C(C2=C(N=C(S2)C=2C=C3C(=NN(C3=CC2)CC)C2CCN(CC2)[C@@H]2CN(CC2)C(=O)OC(C)(C)C)C=C1C)C1=CC=C(C=C1)Cl tert-butyl (S)-3-(4-(5-(6-((S)-1-(tert-butoxy)-2-ethoxy-2-oxoethyl)-7-(4-chlorophenyl)-5-methylbenzo[d]thiazol-2-yl)-1-ethyl-1H-indazol-3-yl)piperidin-1-yl)pyrrolidine-1-carboxylate